CN1N=CC=2C(=CC=CC12)N 1-Methyl-1H-indazol-4-amine